tert-butyl 4-((1S,2R)-2-((4-(trifluoromethoxy)phenyl)sulfonamido)cyclopropyl)piperidine-1-carboxylate FC(OC1=CC=C(C=C1)S(=O)(=O)N[C@H]1[C@@H](C1)C1CCN(CC1)C(=O)OC(C)(C)C)(F)F